BrCCCC(=O)OC Methyl 4-Bromobutyrat